tert-butyl {4-[(4-bromo-1,3-thiazol-2-yl)oxy]-2-fluorophenyl}carbamate BrC=1N=C(SC1)OC1=CC(=C(C=C1)NC(OC(C)(C)C)=O)F